FC1=C(C=CC2=C1N(CCO2)CC=2C(=CC(=C(N)C2)F)OC)F 5-[(5,6-difluoro-2,3-dihydro-1,4-benzoxazin-4-yl)methyl]-2-fluoro-4-methoxyaniline